dimethoxymethyl-dimethylazanium COC(OC)[NH+](C)C